BrC1=C(C=C(C=C1)NC(C=C)=O)NC1=CC(=CC=C1)C(F)(F)F N-[4-bromo-3-[3-(trifluoromethyl)anilino]phenyl]prop-2-enamide